BrC1=CC=CN2C(=C(C=C12)C#CCNC=1C=C(C(=O)NC)C=CC1OC1CC(C1)O)SC(F)(F)F 3-[(3-{8-bromo-3-[(trifluoromethyl)sulfanyl]indolizin-2-yl}prop-2-yn-1-yl)amino]-4-(3-hydroxycyclobutoxy)-N-methylbenzamide